(S)-5-(4-(difluoromethyl)-2-oxabicyclo[2.1.1]hexane-1-carbonyl)-N-((S)-3-oxo-1-((S)-2-oxopyrrolidin-3-yl)-4-(trifluoromethoxy)butan-2-yl)-5-azaspiro[2.4]heptane-6-carboxamide FC(C12COC(C1)(C2)C(=O)N2CC1(CC1)C[C@H]2C(=O)N[C@@H](C[C@H]2C(NCC2)=O)C(COC(F)(F)F)=O)F